1-(3-acrylamido-4-fluorobenzyl)-N-(3-((S)-1-hydroxyethyl)phenyl)-7-methyl-5-(1H-pyrrole-2-carbonyl)-4,5,6,7-tetrahydro-1H-pyrazolo[4,3-c]pyridine-3-carboxamide C(C=C)(=O)NC=1C=C(CN2N=C(C=3CN(CC(C32)C)C(=O)C=3NC=CC3)C(=O)NC3=CC(=CC=C3)[C@H](C)O)C=CC1F